5-bromo-7-fluoroisoquinolin-1(2H)-one BrC1=C2C=CNC(C2=CC(=C1)F)=O